3a-(1-(4-fluorophenyl)-6-methyl-1H-indazol-5-yl)-2-((1-methyl-1H-pyrazol-4-yl)sulfonyl)-5-(thiazol-2-yl)octahydrocyclopenta[c]pyrrol-5-ol FC1=CC=C(C=C1)N1N=CC2=CC(=C(C=C12)C)C12C(CN(C1)S(=O)(=O)C=1C=NN(C1)C)CC(C2)(O)C=2SC=CN2